Cl.C12CC(CC(CCC1)N2)N(C=2SC1=C(C=NC(=C1)C=1C=C(C=3N(C1)C=C(N3)C)C#N)N2)C 6-{2-[9-azabicyclo[3.3.1]non-3-yl-(methyl)amino][1,3]thiazolo[4,5-c]pyridin-6-yl}-2-methylimidazo[1,2-a]pyridine-8-carbonitrile hydrochloride